[Co+2].C(CN(CC(=O)[O-])CC(=O)[O-])N(CC(=O)[O-])CC(=O)[O-].[Na+].[Na+].BrC1=CC=C(S1)CCO 2-(5-bromo-2-thienyl)ethanol disodium ethylenediaminetetraacetate cobalt salt